1-[4-(4-piperidyl)phenyl]hexahydropyrimidine-2,4-dione HCl salt Cl.N1CCC(CC1)C1=CC=C(C=C1)N1C(NC(CC1)=O)=O